BrC=1C=CC(=NC1)N1C=NN=C1 5-bromo-2-(4H-1,2,4-triazol-4-yl)pyridine